C(C)(C)(C)OC(=O)N1C(CCC1)C1=CC(=C(C=C1)B1OC(C(O1)(C)C)(C)C)C.C(C)O[Si](OC(C)(C)C)(OC1CCCCC1)OCC diethoxycyclohexoxytertiary butyl-oxysilane tert-butyl-2-[3-methyl-4-(4,4,5,5-tetramethyl-1,3,2-dioxaborolan-2-yl)phenyl]pyrrolidine-1-carboxylate